ClC=1C=C(C2=C(C=CO2)C1)C=1C=C2C(=NN=C(C2=CC1)NCC1=C(C=C(C=C1)OC)OC)C 6-(5-chloro-1-benzofuran-7-yl)-N-[(2,4-dimethoxyphenyl)methyl]-4-methylphthalazin-1-amine